C1[C@@H]2[C@H]([C@H]([C@@H](O2)N3C=NC4=CN=CN=C43)O)OP(=O)(O1)O The molecule is a nucleoside 3',5'-cyclic phosphate that is 3',5'-cyclic AMP in which the exocyclic amino group on the purine fragment is replaced by hydrogen It is a 3',5'-cyclic purine nucleotide and a nucleoside 3',5'-cyclic phosphate.